CC1(OB(OC1(C)C)C=1C=CC2=C(OCCC(N2)=O)C1)C 8-(4,4,5,5-tetramethyl-1,3,2-dioxaborolan-2-yl)-2,3-dihydrobenzo[b][1,4]oxazepin-4(5H)-one